C(C)C1(COC(OC1)(C)C)OCCCOC1=CC=C(N)C=C1 4-[3-[(5-ethyl-2,2-dimethyl-1,3-dioxan-5-yl)oxy]-propoxy]aniline